BrC1=CN(C2=C(C=CC=C12)C(=O)NC)COCC[Si](C)(C)C 3-bromo-N-methyl-1-[[2-(trimethylsilyl)ethoxy]methyl]indole-7-carboxamide